ClC=1N=C(SC1C(=O)C1=NC(=NO1)C1=NC=CC=C1)N([C@@H](C)C(=O)OCC)C1=CC=C(C=C1)F |r| rac-ethyl N-(4-chloro-5-{[3-(pyridin-2-yl)-1,2,4-oxadiazol-5-yl]carbonyl}-1,3-thiazol-2-yl)-N-(4-fluorophenyl)alaninate